N-(5-((6-((R)-3-(4-chlorophenyl)isoxazolidine-2-yl)pyrimidine-4-yl)amino)-2-(4-(4-ethylpiperazine-1-yl)piperidine-1-yl)-4-methoxyphenyl)acrylamide ClC1=CC=C(C=C1)[C@@H]1N(OCC1)C1=CC(=NC=N1)NC=1C(=CC(=C(C1)NC(C=C)=O)N1CCC(CC1)N1CCN(CC1)CC)OC